O=C1NC(CCC1N1C(N(C2=C1C=CC=C2NC2CCC(CC2)C(=O)N2C[C@@H](CC2)C(=O)O)C)=O)=O (3R)-1-((1r,4R)-4-((1-(2,6-dioxopiperidin-3-yl)-3-methyl-2-oxo-2,3-dihydro-1H-benzo[d]imidazol-4-yl)amino)cyclohexane-1-carbonyl)pyrrolidine-3-carboxylic acid